6-(Methyl-d3)-3-(2H-1,2,3-triazol-2-yl)picolinic acid hydrochloride Cl.C(C1=CC=C(C(=N1)C(=O)O)N1N=CC=N1)([2H])([2H])[2H]